4,4,4-TRIFLUOROCROTONIC ACID FC(/C=C/C(=O)O)(F)F